4-chloro-3-(5-methoxypentanamido)benzamide ClC1=C(C=C(C(=O)N)C=C1)NC(CCCCOC)=O